C1(CC1)[C@@](C(C1=CC(=CC=C1)[C@@H](C)NC=1C2=C(N=C(N1)C)C=NC(=C2)S(=O)(=O)C)(F)F)(C)O |o1:3| (2R or S)-2-cyclopropyl-1,1-difluoro-1-{3-[(1R)-1-{[6-(methanesulfonyl)-2-methylpyrido[3,4-d]pyrimidin-4-yl]amino}ethyl]phenyl}propan-2-ol